(4',5'-dihydrospiro[piperidine-4,7'-thieno[2,3-c]pyran]-1-yl)methanone S1C=CC2=C1C1(OCC2)CCN(CC1)C=O